pentaerythritol bissulfate S(=O)(=O)(O)OCC(COS(=O)(=O)O)(CO)CO